BrC=1C(=C(C=CC1)N1N=CC=C1C(O)([2H])[2H])F (1-(3-bromo-2-fluorophenyl)-1H-pyrazol-5-yl)methane-d2-ol